FC1=NC=C(C=C1[C@@H](C)OC(=O)NC1=C(N=NN1C)C1=CC=C(C(=N1)C)NC(OC(C)(C)C)=O)F tert-butyl (R)-(6-(5-(((1-(2,5-difluoropyridin-3-yl)ethoxy)carbonyl)amino)-1-methyl-1H-1,2,3-triazol-4-yl)-2-methylpyridin-3-yl)carbamate